3-amino-4-((4-((tert-butyldiphenylsilyl)oxy)benzyl)amino)-5-methoxybenzamide NC=1C=C(C(=O)N)C=C(C1NCC1=CC=C(C=C1)O[Si](C1=CC=CC=C1)(C1=CC=CC=C1)C(C)(C)C)OC